2-[1-(pyrimidin-4-yl)azetidin-3-yl]ethanon N1=CN=C(C=C1)N1CC(C1)CC=O